C(CCC)N1C=2C(C(=C(C1=O)C(=O)NC1CCCC1)O)=NN(C2)C 4-(1-butyl)-N-cyclopentyl-4,5-dihydro-7-hydroxy-2-methyl-5-oxo-2H-pyrazolo[4,3-b]pyridin-6-carboxamide